methyl (2R,5S)-5-(4-chlorobenzyl)-4-(4-(5-methyloxazol-2-yl)cyclohexyl)-morpholine-2-carboxylate ClC1=CC=C(C[C@H]2CO[C@H](CN2C2CCC(CC2)C=2OC(=CN2)C)C(=O)OC)C=C1